S1N=CC2=C1C=CC(=C2)C2=CCC(C(N2)C(=O)OC(C)(C)C)C tert-butyl 6-(1,2-Benzothiazol-5-yl)-3-methyl-3,4-dihydro-2H-pyridine-carboxylate